C1,2-propanedithiol C(C(C)S)S